NC=1N=C(SC1C(C1=CC=C(C=C1)OC(F)F)=O)N(C1=CC(=C(C=C1)F)F)C(C(=O)N)C (N-[4-amino-5-[4-(difluoromethoxy)benzoyl]thiazol-2-yl]-3,4-difluoro-anilino)propionamide